[Si](C1=CC=CC=C1)(C1=CC=CC=C1)(C(C)(C)C)OC1=C(C(=C(C(=O)O)C(=C1)C)O)C 4-((tert-butyldiphenylsilyl)oxy)-2-hydroxy-3,6-dimethylbenzoic acid